3,5-Diethylheptan C(C)C(CC)CC(CC)CC